4-(4-(3,5-difluorophenoxy)-1H-pyrrolo[2,3-b]pyridin-3-yl)pyrimidin-2-ol FC=1C=C(OC2=C3C(=NC=C2)NC=C3C3=NC(=NC=C3)O)C=C(C1)F